(E)-2-[4-(5-amino-3-chloropyridin-2-yl)-1,3-dithiolan-2-ylidene]-2-(1H-imidazol-1-yl)acetonitrile hydrochloride salt Cl.NC=1C=C(C(=NC1)C1S\C(\SC1)=C(/C#N)\N1C=NC=C1)Cl